ethyl 2-((2-formyl-4-(trifluoromethoxy)phenyl)selanyl)acetate C(=O)C1=C(C=CC(=C1)OC(F)(F)F)[Se]CC(=O)OCC